4-(2-bromopropyl)benzene-1,2-diol BrC(CC=1C=C(C(=CC1)O)O)C